bis(4-(4-cyanophenoxy)phenyl)(phenyl)phosphine oxide C(#N)C1=CC=C(OC2=CC=C(C=C2)P(C2=CC=CC=C2)(C2=CC=C(C=C2)OC2=CC=C(C=C2)C#N)=O)C=C1